2-(3-(2-(1-methyl-1H-pyrazol-4-yl)-3H-imidazo[4,5-b]pyridin-7-yl)-3,8-diazabicyclo[3.2.1]octan-8-yl)cyclobutan-1-ol CN1N=CC(=C1)C1=NC=2C(=NC=CC2N2CC3CCC(C2)N3C3C(CC3)O)N1